C(C)(C)(C)OC(=O)NCC(C(C(=O)OC)C)C methyl 4-[(tert-butoxycarbonyl) amino]-2,3-dimethylbutyrate